C(C)(C)(C)C1N(CC[C@H]([C@H]1F)NC1=NN2C(C=N1)=C(C(=C2C(C)C)C#N)F)C(=O)OC(C)(C)C tert-butanol tert-butyl-(3R,4R)-4-({6-cyano-5-fluoro-7-isopropylpyrrolo[2,1-f][1,2,4]triazin-2-yl}amino)-3-fluoropiperidine-1-carboxylate